BrC=1N=C(C(=NC1)NN)Cl 5-bromo-3-chloro-2-hydrazineylpyrazine